C(C)(C)(C)OC(=O)N(C=1SC(=C(N1)C(=O)OC)CCCOC1=C(C=C(C=C1)I)F)CCCCO[Si](C)(C)C(C)(C)C methyl 2-[tert-butoxycarbonyl-[4-[tert-butyl(dimethyl)silyl] oxybutyl]amino]-5-[3-(2-fluoro-4-iodo-phenoxy)propyl]thiazole-4-carboxylate